CN1C(=NC(=O)N(C1=O)C2CCCCC2)N(C)C Hexazinon